Pyrido[1,2-c][1,3,2]oxazasiline [SiH2]1OCC=C2N1C=CC=C2